FC=1C=C(C=CC1F)N1CC(C2=NC(=CC=C21)C(=O)O)(C)C 1-(3,4-difluorophenyl)-3,3-dimethyl-2,3-dihydro-1H-pyrrolo[3,2-b]pyridine-5-carboxylic acid